C1CC(C2N=C3C=CC=CC3=C21)CC(=O)O Tetrahydrocyclopenta[b]indol-3-yl-acetic acid